C[C@H]1CC=C[C@@]23[C@@]1([C@H]([C@@H]([C@H](O2)O)C)C(=O)CC3)C The molecule is a sesquiterpenoid of the class of nardosinane-type terpenoids isolated from the Formosan soft coral Lemnalia flava, and has been shown to exhibit neuroprotective activity. It has a role as a neuroprotective agent and a coral metabolite. It is a cyclic ether, an organic heterotricyclic compound, a cyclic ketone, a secondary alcohol and a sesquiterpenoid.